dodecylammonium tetrakis(pentafluorophenyl)borate FC1=C(C(=C(C(=C1[B-](C1=C(C(=C(C(=C1F)F)F)F)F)(C1=C(C(=C(C(=C1F)F)F)F)F)C1=C(C(=C(C(=C1F)F)F)F)F)F)F)F)F.C(CCCCCCCCCCC)[NH3+]